C1(CC1)N1[N+](=CC(=C1)[C@H]1CN(C[C@H](O1)C)C=1N=C(C2=C(C(N(N=C2)C)=O)N1)C1=C(C=C(C=C1)C(F)(F)F)F)C 2-[(2S,6R)-2-(1-cyclopropyl-2-methyl-pyrazol-2-ium-4-yl)-6-methyl-morpholin-4-yl]-4-[2-fluoro-4-(trifluoromethyl)phenyl]-7-methyl-pyrimido[4,5-d]pyridazin-8-one